[K+].C(C)C(COP([O-])([O-])=O)CCCC.[K+] 2-ethylhexyl-phosphoric acid potassium salt